CC1CCNC1C(C(F)(F)F)(F)F 4-methyl-5-(pentafluoroethyl)pyrrolidine